3-(N-cyclohexyl-N-methylamino)-6-methyl-7-anilinofluoran CC1=CC2=C(C=C1NC3=CC=CC=C3)C4(C5=C(O2)C=C(C=C5)N(C)C6CCCCC6)C7=CC=CC=C7C(=O)O4